FC=1C=C(C=CC1OC)C1=CN=C2N1C=CN=C2NC2=CC(=C(C(=O)N1CCC(CC1)CCS(=O)(=O)O)C=C2)C 2-[1-[4-[[3-(3-fluoro-4-methoxyphenyl)imidazo[1,2-a]pyrazin-8-yl]amino]-2-methylbenzoyl]piperidin-4-yl]ethanesulfonic acid